Tetramethyldisilylene(benz[e]inden-3-yl)(3-(trimethylsilylmethyl)-cyclopentadienyl)zirconium dichloride [Cl-].[Cl-].C[Zr](C1C=C(C=C1)C[Si](C)(C)C)(C1C=CC=2C3=C(C=CC12)C=CC=C3)(=[SiH2])(=[SiH2])(C)(C)C